S1N=CC(=C1)NC1=CC=C(C(=N1)C(=O)NC1CCC12CCCC2)OC 6-(Isothiazole-4-ylamino)-3-methoxy-N-spiro[3.4]octane-3-yl-pyridine-2-carboxamide